5,7-dimethoxy-2-(p-methoxyphenyl)-flavanone COC1=C2C(CC(OC2=CC(=C1)OC)(C1=CC=CC=C1)C1=CC=C(C=C1)OC)=O